FC=1C(=NC(=NC1)NC1CCC(CC1)C(=O)N)C1=CC(=CC=C1)N1C(CCCC1)=O 4-((5-fluoro-4-(3-(2-oxopiperidin-1-yl)phenyl)pyrimidin-2-yl)amino)cyclohexane-1-carboxamide